tert-butyl (2S,4S)-4-(5-cyanopyrazin-2-yl)oxy-2-methyl-piperidine-1-carboxylate C(#N)C=1N=CC(=NC1)O[C@@H]1C[C@@H](N(CC1)C(=O)OC(C)(C)C)C